5-bromo-tetrahydrophthalic anhydride BrC=1CCC2C(C(=O)OC2=O)C1